[W].[Co].[Pt] platinum-cobalt-tungsten